NC=1C=NC(=NC1)C#CCN(C(=O)C1N(NC(C1)=O)C1=NC(=CC(=N1)C)C(F)(F)F)C1=CC(=C(C=C1)Cl)C N-(3-(5-aminopyrimidin-2-yl)prop-2-yn-1-yl)-N-(4-chloro-3-methylphenyl)-2-(4-methyl-6-(trifluoromethyl)pyrimidin-2-yl)-5-oxopyrazolidine-3-carboxamide